C(C)(C)(C)OC(=O)N(C1=C(C(=NN1[C@H]1C[C@@H](N(C1)C(=O)OC(C)(C)C)COC)C#C)C#N)C tert-butyl (2R,4S)-4-(5-[(tert-butoxycarbonyl)(methyl)amino]-4-cyano-3-ethynylpyrazol-1-yl)-2-(methoxymethyl)pyrrolidine-1-carboxylate